BrC1=C2C=C(C=NC2=CN=C1)OC 5-Bromo-3-methoxy-1,7-naphthyridine